N[13C@@H]([13CH2][13CH2][13C](N)=O)[13C](=O)O [13C5]-glutamine